O1C2=C(OCC1)C=C(C=C2)\C=C/C2CCN(CC2)CCC=2C(=CN=C1C=CC(=NC21)OC)F (Z)-8-(2-(4-(2-(2,3-dihydrobenzo[b][1,4]dioxin-6-yl)vinyl)piperidin-1-yl)ethyl)-7-fluoro-2-methoxy-1,5-naphthyridine